7-((2R,3R,4R,5S)-3,4-bis((tert-Butyldimethylsilyl)oxy)-5-((((3-methyl-5-phenylisoxazol-4-yl)methyl)thio)methyl)tetrahydrofuran-2-yl)-5-((E)-styryl)-7H-pyrrolo[2,3-d]pyrimidin-4-amine [Si](C)(C)(C(C)(C)C)O[C@H]1[C@@H](O[C@@H]([C@H]1O[Si](C)(C)C(C)(C)C)CSCC=1C(=NOC1C1=CC=CC=C1)C)N1C=C(C2=C1N=CN=C2N)\C=C\C2=CC=CC=C2